C(C)OC(=O)C1=CN(C2=C3C(=CC=C2C1=O)CC(C3)CNCCC3CN(C(O3)=O)C3=NC1=C(OCC(N1)=O)N=C3)CC 1-Ethyl-4-oxo-8-[[2-[2-oxo-3-(3-oxo-4H-pyrazino[2,3-b][1,4]oxazin-6-yl)-1,3-oxazolidin-5-yl]ethylamino]methyl]-8,9-dihydro-7H-cyclopenta[H]quinoline-3-carboxylic acid ethyl ester